1-((4-phenoxyphenyl)sulfonyl)-1,2,3,4-tetrahydroquinoline-6-carboxylic acid O(C1=CC=CC=C1)C1=CC=C(C=C1)S(=O)(=O)N1CCCC2=CC(=CC=C12)C(=O)O